C1(=CC=CC=C1)C1(N(C=2C=CC3=C(C2C=C1)C=CC=C3)C3=CC=C(C=C3)OC)C3=CC=CC=C3 3,3-diphenyl-4-(4-methoxyphenyl)-3,4-dihydrobenzo[f]quinoline